C(C)(C)(C)OC(=O)N1[C@@H](CCC1)C=1C=C(C=C2CCN(CC12)C(=O)C=1C(=NN(C1)C(C)C)C(F)(F)F)Cl (S)-2-[6-chloro-2-[1-isopropyl-3-(trifluoromethyl)-1H-pyrazole-4-carbonyl]-1,2,3,4-tetrahydroisoquinoline-8-yl]pyrrolidine-1-carboxylic acid tert-butyl ester